COC1=CC(=CC2=C1C(=NO2)NS(=O)(=O)C=2C=CC=C1C(=CC=NC21)C)CN2N=CC=C2 N-{4-methoxy-6-[(1H-pyrazol-1-yl)methyl]-1,2-benzoxazol-3-yl}-4-methylquinoline-8-sulfonamide